(S)-1-(4-cyanopyridin-2-yl)-N-((R)-1-((4,4-difluorocyclohexyl)carbamoyl)-6-fluoro-2,3-dihydro-1H-inden-1-yl)-N-(5-fluoropyridin-3-yl)-5-oxopyrrolidine-2-carboxamide C(#N)C1=CC(=NC=C1)N1[C@@H](CCC1=O)C(=O)N(C=1C=NC=C(C1)F)[C@@]1(CCC2=CC=C(C=C12)F)C(NC1CCC(CC1)(F)F)=O